1-(2,2-difluoroethyl)-2-iodo-4-nitro-1H-indole FC(CN1C(=CC2=C(C=CC=C12)[N+](=O)[O-])I)F